4-[(4-methoxypyridin-2-yl)amino]piperidin COC1=CC(=NC=C1)NC1CCNCC1